ClC=1C(=C2N=C(N=C3C2=C(OCC2CCCCCN32)N1)S(=O)C)F 2-chloro-1-fluoro-12-(methylsulfinyl)-5a,6,7,8,9,10-hexahydro-5H-4-oxa-3,10a,11,13-tetraazanaphtho[1,8-ab]heptalene